N[C@@H]1[C@@H](OCC12CCN(CC2)C=2N=CC(=NC2)SC=2C(=C1C(N(C=NC1=CC2)CC=2SC=CN2)=O)Cl)C 6-((5-((3S,4S)-4-amino-3-methyl-2-oxa-8-azaspiro[4.5]decan-8-yl)pyrazin-2-yl)thio)-5-chloro-3-(thiazol-2-ylmethyl)quinazolin-4(3H)-one